C(C)(C)(C)OC(=O)NC1CCC(CC1)CN(C(OCC1=CC=CC=C1)=O)C benzyl (((1s,4s)-4-((tert-butoxycarbonyl)amino)cyclohexyl)methyl)(methyl)carbamate